COC=1C=C(\C=C/2\C(=C(C3=CC(=C(C=C23)OC)OC)CC(=O)O)C)C=C(C1)OC (Z)-2-(1-(3,5-dimethoxybenzylidene)-5,6-dimethoxy-2-methyl-1H-inden-3-yl)acetic acid